2,5-dibromo-4-nitroimidazole BrC=1NC(=C(N1)[N+](=O)[O-])Br